NC=1N=CC2=C(N1)N(C(C(=C2)Br)=O)C 2-amino-6-bromo-8-methylpyrido[2,3-d]pyrimidin-7(8H)-one